BrC=1C=CC2=C(N3C(OC4=C2C=2C=C(C=CC2C=C4)OCC)C(C(N3)=O)(C)C)C1 13-Bromo-2-ethoxy-8,8-dimethyl-7a,8-dihydrobenzo[d]naphtho[1,2-f]pyrazolo[5,1-b][1,3]oxazepin-9(10H)-one